tert-butyl 4-(((5-chloro-2-(2-methoxyethoxy)benzyl)amino)methyl)piperidine-1-carboxylate ClC=1C=CC(=C(CNCC2CCN(CC2)C(=O)OC(C)(C)C)C1)OCCOC